2-ethyl-5,11-dioxo-6,12-bis(m-tolyloxycarbonyloxy)naphthonaphthalene C(C)C=1C=CC2=C3C(C(C(=C2C1)OC(=O)OC=1C=C(C=CC1)C)=O)=C1C=CC=CC1=C(C3=O)OC(=O)OC=3C=C(C=CC3)C